C(C)(C)(C)OC(=O)C1(CCC=[N+]1[O-])C 5-t-butoxycarbonyl-5-methyl-1-pyrroline N-oxide